(E)-2-(4-bromophenyl)-1,1-bis(ethylsulfanyl)-5-phenylpenta-1,4-dien-3-one BrC1=CC=C(C=C1)C(=C(SCC)SCC)C(\C=C\C1=CC=CC=C1)=O